ethyl-2-(6-acetoxy-6-methylheptan-2-yl)cyclopropane C(C)C1C(C1)C(C)CCCC(C)(C)OC(C)=O